OC1=C(C=C2C(C(=COC2=C1OC)C1=CC=C(C=C1)OC)=O)OC 7-hydroxy-4',6,8-trimethoxyisoflavone